C(CCC#C)OC1=CC2=C(N(C=N2)C2=CC=C(C=C2)N)C=C1 4-(5-pent-4-ynyloxy-benzimidazol-1-yl)-phenylamine